F[C@@H]1CN(CC[C@@H]1NC1=NN2C(C(=N1)OC)=C(C=C2)C=2C=CC1=C(N(N=N1)CC(F)(F)F)C2)C N-((3R,4S)-3-fluoro-1-methylpiperidin-4-yl)-4-methoxy-5-(1-(2,2,2-trifluoroethyl)-1H-benzo[d][1,2,3]triazol-6-yl)pyrrolo[2,1-f][1,2,4]triazin-2-amine